OCC(CO)(O)C=1SC(=CN1)S(=O)(N)=N 2-(1,2,3-trihydroxypropan-2-yl)thiazole-5-sulfonimidamide